di-(biphenyl-4-yl) carbonate C(OC1=CC=C(C=C1)C1=CC=CC=C1)(OC1=CC=C(C=C1)C1=CC=CC=C1)=O